[Si](C1=CC=CC=C1)(C1=CC=CC=C1)(C(C)(C)C)OC[C@@H]1CO[C@@H](CN1C(=O)OC(C)(C)C)C(NC(C)(C)C1=NC=C(C2=CC=CC=C12)Cl)=O tert-butyl (2S,5S)-5-(((tert-butyldiphenylsilyl)oxy)methyl)-2-((2-(4-chloroisoquinolin-1-yl)propan-2-yl)carbamoyl)morpholine-4-carboxylate